FC1=C(C(=O)NC2=CC(=C(C=C2)N2CCNCC2)C)C=CC(=C1)C=1CCNCC1 2-fluoro-N-(3-methyl-4-(piperazin-1-yl)phenyl)-4-(1,2,3,6-tetrahydropyridin-4-yl)benzamide